CN(C=1C=C(C(=O)O)C=C(N1)OCC1CCOCC1)C 2-(dimethylamino)-6-((tetrahydro-2H-pyran-4-yl)methoxy)isonicotinic acid